C(C1=CC=CC=C1)O[C@H]1[C@@H](O[C@@H]([C@@H]([C@@H]1OCC1=CC=CC=C1)OCC1=CC=CC=C1)CO[Si](C1=CC=CC=C1)(C1=CC=CC=C1)C(C)(C)C)O[C@H]1[C@@H]([C@H]([C@H](OCC2=CC=CC=C2)O[C@@H]1COCC1=CC=CC=C1)NC(C)=O)OCC1=CC=CC=C1 Benzyl 2,3,4-tri-O-benzyl-6-O-(tert-Butyldiphenylsilyl)-β-D-galactopyranosyl-(1-4)-2-acetamido-3,6-di-O-benzyl-2-deoxy-β-D-glucopyranoside